N-(4-(4,4-difluoropiperidin-1-yl)-2,3-dihydrofuro[3,2-c]pyridin-6-yl)-4-((2-hydroxyethyl)sulfonamido)-2-(6-azaspiro[2.5]octan-6-yl)benzamide FC1(CCN(CC1)C1=NC(=CC2=C1CCO2)NC(C2=C(C=C(C=C2)NS(=O)(=O)CCO)N2CCC1(CC1)CC2)=O)F